C(#N)[C@@]1(CN([C@H]2CN([C@@H]12)C1=CC=C(C=N1)C=1C=2N(C=CC1)N=CC2C#N)CC=2C=NC(=CC2)OC)C 4-(6-((1S,4R,5S)-4-cyano-2-((6-methoxypyridin-3-yl)methyl)-4-methyl-2,6-diazabicyclo[3.2.0]heptan-6-yl)pyridin-3-yl)pyrazolo[1,5-a]pyridine-3-carbonitrile